ON N-oxyl-amine